C1(=CC=CC=C1)C1=C(C(=C(C(=C1)N)N)C1=CC=CC=C1)N Diphenyl-benzene-1,2,4-triamine